2-chloro-4-[[4-[1-cyclopropyl-4-(trifluoromethyl)imidazol-2-yl]phenyl]methoxy]pyrido[2,3-d]pyrimidine ClC=1N=C(C2=C(N1)N=CC=C2)OCC2=CC=C(C=C2)C=2N(C=C(N2)C(F)(F)F)C2CC2